(3aS,7aS)-Benzyl 1-(2-amino-7H-pyrrolo[2,3-d]pyrimidin-4-yl)hexahydro-1H-pyrrolo[2,3-c]pyridine-6(2H)-carboxylate NC=1N=C(C2=C(N1)NC=C2)N2CC[C@@H]1[C@H]2CN(CC1)C(=O)OCC1=CC=CC=C1